1-((1S,2R,3R,4R,5S)-2,3-diacetoxy-4-((6-(trifluoromethyl)pyridin-2-yl)amino)-6,8-dioxabicyclo[3.2.1]octan-1-yl)-10,17-dioxo-2,13-dioxa-9,16-diazahenicosan-21-oic acid C(C)(=O)O[C@H]1[C@@]2(CO[C@H]([C@@H]([C@H]1OC(C)=O)NC1=NC(=CC=C1)C(F)(F)F)O2)COCCCCCCNC(CCOCCNC(CCCC(=O)O)=O)=O